4-fluoro-2-((2R,4S)-4-fluoro-1-(3-(4-(2-hydroxyethyl)pyridin-2-yl)imidazo[1,2-b]pyridazin-6-yl)pyrrolidin-2-yl)phenol FC1=CC(=C(C=C1)O)[C@@H]1N(C[C@H](C1)F)C=1C=CC=2N(N1)C(=CN2)C2=NC=CC(=C2)CCO